C(CCC)N(C([S-])=S)CCCC.C(CCC)N(C([S-])=S)CCCC.[Cu+2] copper bis(N,N-dibutyl dithiocarbamate)